3-[[2-[[2-(1,3-benzodioxol-5-yl)-1-methyl-ethyl]-methyl-amino]-2-oxo-ethyl]-methyl-amino]-3-oxo-propionic acid ammonium salt [NH4+].O1COC2=C1C=CC(=C2)CC(C)N(C(CN(C(CC(=O)[O-])=O)C)=O)C